N1(CCOCC1)C1=NC2=C(N=CC=C2C(=C1)N=S1(CCCCC1)=O)C1=CC=NN1 N-[2-(morpholin-4-yl)-8-(1H-pyrazol-5-yl)-1,7-naphthyridin-4-yl]hexahydro-1λ4-thiopyran-1-imine 1-oxide